C(C)(CC)C1C(NC2=C(C=3N1C(=NC3)O)C=CC=C2)=O 5-(sec-butyl)-3-hydroxy-5H-benzo[f]imidazo[1,5-d][1,4]diazepin-6(7H)-one